5-amino-4-((4-((2-amino-4-carbamoyl-6-methoxyphenyl)amino)but-2-en-1-yl)amino)-2-methylbenzofuran-7-carboxamide NC=1C=C(C2=C(C=C(O2)C)C1NCC=CCNC1=C(C=C(C=C1OC)C(N)=O)N)C(=O)N